COC(C(C1CCC1)C1=CC(=CC=C1)Br)=O (3-bromophenyl)-2-cyclobutylacetic acid methyl ester